2-(1-(1-(bicyclo[3.3.1]nonan-9-yl)piperidin-4-yl)-5-fluoro-2-oxoindolin-3-yl)acetamide C12CCCC(CCC1)C2N2CCC(CC2)N2C(C(C1=CC(=CC=C21)F)CC(=O)N)=O